perfluorodecane Ethyl-acrylate C(C)OC(C=C)=O.FC(C(C(C(C(C(C(C(C(C(F)(F)F)(F)F)(F)F)(F)F)(F)F)(F)F)(F)F)(F)F)(F)F)(F)F